N-[1-(tert-butyl)-2-cyano-5-(4-chlorophenyl)-1H-pyrrolyl]-4-methylbenzenesulfonamide C(C)(C)(C)N1C(=C(C=C1C1=CC=C(C=C1)Cl)NS(=O)(=O)C1=CC=C(C=C1)C)C#N